4-(5-{1-[(6,7-dimethoxy-2-methylquinazolin-4-yl)amino]ethyl}thiophen-2-yl)-3-[(dimethylamino)methyl]benzonitrile COC=1C=C2C(=NC(=NC2=CC1OC)C)NC(C)C1=CC=C(S1)C1=C(C=C(C#N)C=C1)CN(C)C